(1S,3S)-3-((6-(3-((4-(cyclopropylmethyl)-1H-1,2,3-triazol-1-yl)methyl)-5-fluorothiophene-2-yl)-2-methylpyridin-3-yl)oxy)cyclohexanecarboxylic acid C1(CC1)CC=1N=NN(C1)CC1=C(SC(=C1)F)C1=CC=C(C(=N1)C)O[C@@H]1C[C@H](CCC1)C(=O)O